The molecule is the (R)-enantiomer of 2-hydroxyglutaric acid. It has a role as an algal metabolite. It is an enantiomer of a (S)-2-hydroxyglutaric acid. C(CC(=O)O)[C@H](C(=O)O)O